5-amino-N-{4-[(3S,4S)-3-amino-4-hydroxypiperidin-1-yl]-6,7-dihydro-5H-cyclopenta[b]pyridin-3-yl}-2-(2,6-difluorophenyl)-1,3-thiazole-4-carboxamide NC1=C(N=C(S1)C1=C(C=CC=C1F)F)C(=O)NC=1C(=C2C(=NC1)CCC2)N2C[C@@H]([C@H](CC2)O)N